FC=1C(=CC=2C3=C(NC2C1)CCCN3)OC 7-fluoro-8-methoxy-2,3,4,5-tetrahydro-1H-pyrido[3,2-b]indole